3-amino-6-[4-[(4-methyl-1-piperazinyl)sulfonyl]phenyl]-N-3-pyridyl-pyrazinecarboxamide NC=1C(=NC(=CN1)C1=CC=C(C=C1)S(=O)(=O)N1CCN(CC1)C)C(=O)NC=1C=NC=CC1